9-{4-[difluoro(phenyl)methyl]phenyl}-3,4-dihydropyrido[2,1-c][1,2,4]thiadiazine 2,2-dioxide FC(C1=CC=C(C=C1)C1=CC=CN2C1=NS(CC2)(=O)=O)(C2=CC=CC=C2)F